(2-Ethyl-3-pyridyl)boronic acid C(C)C1=NC=CC=C1B(O)O